CN(C1=CC=C(C=CC2=CCC=CO2)C=C1)C 6-(p-dimethylaminostyryl)-4H-pyran